COC1=C(C(=O)O)C=CC=C1 o-methoxybenzoic acid